N1(CCCCC1)C(C)=O piperidin-1-ylethanone